S1(N(CC=CC2=C1C=C(C=C2)C(=O)OC)C(=O)OC(C)(C)C)(=O)=O 2-(tert-butyl) 8-methyl benzo[f][1,2]thiazepine-2,8(3H)-dicarboxylate 1,1-dioxide